[Si](C1=CC=CC=C1)(C1=CC=CC=C1)(C(C)(C)C)OC1CCC(C(C1)N)C 5-((tert-butyldiphenylsilyl)oxy)-2-methylcyclohexane-1-amine